C(CC)(=O)OC=1C=NC=CC1OC 4-methoxypyridin-3-yl propionate